FC1=CC=C(OC2CC(C2)C(=O)NC2=CC(=C(C=C2)OC=2SC=CN2)C)C=C1 3-(4-fluorophenoxy)-N-(3-methyl-4-(thiazol-2-yloxy)phenyl)cyclobutane-1-carboxamide